ClC1=C(C#N)C=CC=N1 2-Chloronicotinonitrile